CC1(N(CCNC1)C(=O)N1C[C@H]2N(C=3C(=NN=C(C3)C3=C(C=CC=C3)O)NC2)CC1)C (S)-(2,2-dimethylpiperazin-1-yl)(2-(2-hydroxyphenyl)-5,6,6a,7,9,10-hexahydro-8H-pyrazino[1',2':4,5]pyrazino[2,3-c]pyridazin-8-yl)methanone